N-(3,3-difluorocyclobutyl)-1'-((3-fluoro-4-oxo-4,5-dihydropyrrolo[1,2-a]quinoxalin-7-yl)methyl)-3'-methyl-1',2',3',6'-tetrahydro-[3,4'-bipyridine]-6-carboxamide FC1(CC(C1)NC(=O)C1=CC=C(C=N1)C=1C(CN(CC1)CC=1C=C2NC(C=3N(C2=CC1)C=CC3F)=O)C)F